2-bromo-5'-methoxy-4',4'-dimethyl-3',4'-dihydro-2'H-spiro[fluorene-9,1'-naphthalene] BrC1=CC2=C(C=C1)C1=CC=CC=C1C21CCC(C2=C(C=CC=C12)OC)(C)C